2-cyanoethyltrimethoxysilane C(#N)CC[Si](OC)(OC)OC